CC(C)[C@@]1(C(=O)N2[C@H](C(=O)N3CCC[C@H]3[C@@]2(O1)O)CC4=CC=CC=C4)NC(=O)[C@@H]5C[C@H]6[C@@H](CC7=CNC8=CC=CC6=C78)N(C5)C The molecule is ergocristine in which a single bond replaces the double bond between positions 9 and 10. It is used as the mesylate salt for the symptomatic treatment of mental deterioration associated with cerebrovascular insufficiency and in peripheral vascular disease. It has a role as an adrenergic antagonist and a vasodilator agent. It derives from an ergocristine. It derives from a hydride of an ergotaman.